methyl 4-amino-1-(5-aminopyridin-3-yl)-2-oxo-7-(trifluoromethyl)-1,2-dihydroquinoline-3-carboxylate NC1=C(C(N(C2=CC(=CC=C12)C(F)(F)F)C=1C=NC=C(C1)N)=O)C(=O)OC